4-[6-(3,6-diazabicyclo[3.1.1]hept-3-yl)-3-pyridinyl]-6-ethoxy-pyrazolo[1,5-a]pyridine-3-carbonitrile dihydrochloride Cl.Cl.C12CN(CC(N1)C2)C2=CC=C(C=N2)C=2C=1N(C=C(C2)OCC)N=CC1C#N